8-(8-fluoro-7-(3-hydroxynaphthalen-1-yl)-2-(((S)-1-methylpyrrolidin-2-yl)methoxy)quinazolin-4-yl)-N-(tetrahydrofuran-3-yl)-6,8-diazabicyclo[3.2.2]nonane-6-carboxamide FC=1C(=CC=C2C(=NC(=NC12)OC[C@H]1N(CCC1)C)N1C2CCCC(N(C2)C(=O)NC2COCC2)C1)C1=CC(=CC2=CC=CC=C12)O